CC1(CC(=NN1)N)C 5,5-dimethyl-3-amino-4,5-dihydro-1H-pyrazole